ClC=1C=C(C=CC1)C1(CCN(CC1)C1=CN=NC(=C1)C1=C(C=CC=C1)O)C(=O)O 4-(3-chlorophenyl)-1-[6-(2-hydroxyphenyl)pyridazin-4-yl]piperidine-4-carboxylic acid